COC=1C(=C(C(=CC1)C)C1=NC(=CC2=C1N=CNC2=O)C(=O)O)C 8-(3-methoxy-2,6-dimethylphenyl)-4-oxo-3,4-dihydropyrido[3,4-d]pyrimidine-6-carboxylic acid